tert-butyl 2-[4-(4-chlorophenyl)-5-[2-(trifluoromethyl)pyridin-4-yl]-1H-imidazol-1-yl]acetate ClC1=CC=C(C=C1)C=1N=CN(C1C1=CC(=NC=C1)C(F)(F)F)CC(=O)OC(C)(C)C